NC1=NC=CC(=C1OC)C1=CN=C(N1)[C@H]1CC[C@H]2CC(=CCN12)C1=C(C(=CC=C1N1N=NN=C1)Cl)F |o1:14| (3R*,8aS)-3-(5-(2-amino-3-methoxypyridin-4-yl)-1H-imidazol-2-yl)-7-(3-chloro-2-fluoro-6-(1H-tetrazol-1-yl)phenyl)-2,3,8,8a-tetrahydroindolizin